1-(1-(Allyloxy)ethyl)-2-bromo-4-chlorobenzene C(C=C)OC(C)C1=C(C=C(C=C1)Cl)Br